NC/C=C/C1=CC2=C(N=C(S2)CNC(=O)C2(CC3=CC=CC=C3C2)CC(=O)O)C=C1 2-[2-[[6-[(E)-3-aminoprop-1-enyl]-1,3-benzothiazol-2-yl]methylcarbamoyl]indan-2-yl]acetic acid